1-(5-bromo-2-chlorophenyl)-1H-pyrazole-5-carboxamide BrC=1C=CC(=C(C1)N1N=CC=C1C(=O)N)Cl